C1(=C[IH]C[IH]1)C=1C=CC=C(C1C(=O)O)O 3,5-Diiodolsalicylic acid